C(C)N(CC)[Ta](N(CC)CC)(N(CC)CC)(N(CC)CC)N(CC)CC pentakis(diethylamino)tantalum(V)